NC=1C=NC=CC1SC=1N=CC(=NC1)N1CCC2(CC1)[C@@H](C=1C(=NC=CC1)C2)N (S)-1'-(5-((3-amino-pyridin-4-yl)thio)pyrazin-2-yl)-5,7-dihydrospiro[cyclopenta[b]pyridine-6,4'-piperidin]-5-amine